COC1=C(C(=C(C(=C1)C)C=CC(=CC)C)C)C 5-(4-methoxy-2,3,6-trimethylphenyl)-3-methyl-2,4-pentadiene